N1N=C(C=C1)[C@@H](C)N1C(N=C(C2=CC=C(C=C12)Cl)N(C)C)=O (R)-1-(1-(1H-pyrazol-3-yl)ethyl)-7-chloro-4-(dimethylamino)quinazolin-2(1H)-one